6-bromo-3-butylquinazolin-4(3H)-one BrC=1C=C2C(N(C=NC2=CC1)CCCC)=O